(4-bromo-phenyl)-carbamic acid 1-methyl-1,2,3,4-tetrahydro-quinolin-6-yl ester CN1CCCC2=CC(=CC=C12)OC(NC1=CC=C(C=C1)Br)=O